4-((4-aminobenzo[d]oxazol-7-yl)methyl)benzene NC1=CC=C(C2=C1N=CO2)CC2=CC=CC=C2